O=C1N(C=CC2=CC(=CC=C12)B1OC(C(O1)(C)C)(C)C)C1CCN(CC1)C(=O)OC(C)(C)C tert-butyl 4-[1-oxo-6-(4,4,5,5-tetramethyl-1,3,2-dioxaborolan-2-yl)-2-isoquinolyl]piperidine-1-carboxylate